C(#N)[C@H]1N(CC(C1)(F)F)C(CNC(=O)C1=CC=NC2=C(C=CC=C12)OCCCNC(CCCCN1N=NC(=C1)CC(CCCF)S(=O)(=O)[O-])=O)=O 1-(1-(5-((3-((4-((2-((S)-2-cyano-4,4-difluoropyrrolidin-1-yl)-2-oxoethyl)carbamoyl)quinolin-8-yl)oxy)propyl)amino)-5-oxopentyl)-1H-1,2,3-triazol-4-yl)-5-fluoropentane-2-sulfonate